ClC1=C2N=CN(C2=NC(=N1)I)CC1=CC=C(C=C1)OC 6-chloro-2-iodo-9-(4-methoxybenzyl)-9H-purine